FC1=C(C=C(C=C1)N1CC=C(C2=C1N=CN=C2)C)CN2CCN(CC2)C 8-(4-fluoro-3-((4-methylpiperazin-1-yl)methyl)phenyl)-5-methylpyridino[2,3-d]pyrimidin